C(#N)C(C(=O)OCC)(C(C(=O)OCC)CCC)CCC diethyl 2-cyano-2,3-di-n-propylsuccinate